3-({[5-(3,5-difluorophenyl)pyridin-3-yl]methyl}amino)-N-[(1S,2S)-2-hydroxycyclohexyl]-4-methylbenzamide FC=1C=C(C=C(C1)F)C=1C=C(C=NC1)CNC=1C=C(C(=O)N[C@@H]2[C@H](CCCC2)O)C=CC1C